C(C1=CC=CC=C1)NS(=O)(=O)C1=CC(=CC=C1)C=1C=C2C(=CC=NC2=CC1)C1=CCCCC1 N-benzyl-3-[4-(cyclohex-1-en-1-yl)quinolin-6-yl]benzene-1-sulfonamide